C1(CC1)OC1=C(C=CC=C1)C1=C(C=NC=C1)C1(CC1)NCC1=C(C=CC(=C1)C)C(CC(=O)N(C[C@@H]([C@H]([C@@H]([C@@H](CO)O)O)O)O)CCS(=O)(=O)C)CCC 3-[(({1-[4-(2-cyclopropoxyphenyl)pyridin-3-yl]cyclopropyl}amino)methyl)-4-methyl-phenyl]-N-(2-methanesulfonylethyl)-N-[(2S,3R,4R,5R)-2,3,4,5,6-pentahydroxyhexyl]hexanamide